COC(=O)C=1C=CC2=C(N(C(=N2)CC2=C(C=C(C=C2)C2=C(C(=CC=C2)F)OCOC)F)C[C@H]2OCC2)C1 (S)-2-((3,3'-difluoro-2'-(methoxymethoxy)-[1,1'-biphenyl]-4-yl)methyl)-1-(Oxetan-2-ylmethyl)-1H-benzo[d]imidazole-6-carboxylic acid methyl ester